Pyridine-3-carboxamidine pivalate C(C(C)(C)C)(=O)O.N1=CC(=CC=C1)C(=N)N